2-iodo-9-methyl-6-(2-oxaspiro[3.3]heptan-6-yl)purine IC1=NC(=C2N=CN(C2=N1)C)C1CC2(COC2)C1